S1C(=NC2=C1C=CC=C2)NC2=C(C1=C(N=N2)N(CCC1)C=1SC(=C(N1)C(=O)OC)CCCOC1=C(C=C(C=C1)C#CCO)F)C Methyl 2-[3-(1,3-benzothiazol-2-ylamino)-4-methyl-6,7-dihydro-5H-pyrido[2,3-c]pyridazin-8-yl]-5-[3-[2-fluoro-4-(3-hydroxyprop-1-ynyl)phenoxy]propyl]thiazole-4-carboxylate